(3R,5R)-tertbutyl 3-(2-chloro-6-(6-(methylcarbamoyl)pyrimidin-4-yl)pyridin-4-yl)-5-methyl-4-(methylsulfonyl)piperazine-1-carboxylate ClC1=NC(=CC(=C1)[C@@H]1CN(C[C@H](N1S(=O)(=O)C)C)C(=O)OC(C)(C)C)C1=NC=NC(=C1)C(NC)=O